(3R,4S)-tert-butyl 4-(9-((1s,4R)-4-carbamoylcyclohexyl)-8-(2,4,6-trifluorophenylamino)-9H-purin-2-ylamino)-3-fluoropiperidine-1-carboxylate C(N)(=O)C1CCC(CC1)N1C2=NC(=NC=C2N=C1NC1=C(C=C(C=C1F)F)F)N[C@@H]1[C@@H](CN(CC1)C(=O)OC(C)(C)C)F